tert-butyl 4-[3-methyl-4-[[4-(1-methylpyrazol-4-yl)-5-(trifluoromethyl) pyrimidin-2-yl]amino]phenyl]sulfonylpiperidine-1-carboxylate CC=1C=C(C=CC1NC1=NC=C(C(=N1)C=1C=NN(C1)C)C(F)(F)F)S(=O)(=O)C1CCN(CC1)C(=O)OC(C)(C)C